triethoxy(4-fluorophenyl)silane C(C)O[Si](C1=CC=C(C=C1)F)(OCC)OCC